2-methyl-1-(2-methylquinolin-4-yl)propan-1-one tert-butyl-(trans-2-hydroxycyclobutyl)carbamate C(C)(C)(C)N(C(O)=O)[C@H]1[C@@H](CC1)O.CC(C(=O)C1=CC(=NC2=CC=CC=C12)C)C